C(C)(CC)C1=CCC2=CC=CC=C12 3-(sec-butyl)-1H-indene